OB(C=1SC=CC1C(=O)O)O 2-(DIHYDROXYBORYL)-3-THIOPHENECARBOXYLIC ACID